tert-butyl (R)-2-formyl-morpholine-4-carboxylate C(=O)[C@H]1CN(CCO1)C(=O)OC(C)(C)C